NC1=NC(=CC(=C1C#N)C)N 2,6-diamino-3-cyano-4-methylpyridine